C(#N)C=1C=C2C(=CNC2=CC1)CCCN1CCN(CC1)C(=O)C=1C=C(C=CC1OC1COC1)S(=O)(=O)NC 3-[4-[3-(5-cyano-1H-indol-3-yl)propyl]piperazine-1-carbonyl]-4-(oxetan-3-yloxy)-N-methylbenzenesulfonamide